O=C1NC(CC[C@H]1N1CCOC2=C1C=CC=C2N2CCN(CC2)C(=O)[O-])=O 4-[4-[(3R)-2,6-dioxo-3-piperidyl]-2,3-dihydro-1,4-benzoxazin-8-yl]piperazine-1-carboxylate